N7-methyl-2,3-dihydrobenzofuran-5,7-dicarboxamide CNC(=O)C1=CC(=CC=2CCOC21)C(=O)N